FC(C(C(C(S(=O)(=O)[O-])(F)F)(F)F)(F)F)(S(=O)(=O)[O-])F perfluorobutane-1,4-disulfonate